N1(CCNCC1)C=1C=CN2N=CN=C(C21)N 5-(piperazin-1-yl)pyrrolo[2,1-f][1,2,4]triazin-4-amine